(E)-(8-(4-chlorophenyl)-1-(5-cyano-2-methylphenyl)-3-methyl-1,3-dihydro-2H-imidazo[4,5-c]quinolin-2-ylidene)carbamic acid methyl ester COC(/N=C\1/N(C2=C(C=NC=3C=CC(=CC23)C2=CC=C(C=C2)Cl)N1C)C1=C(C=CC(=C1)C#N)C)=O